FC1=C(C(=CC=C1NCC1=CC(=CC=C1)S(F)(F)(F)(F)F)N)N 3-Fluoro-N4-(3-(pentafluoro-λ6-sulfanyl)benzyl)benzene-1,2,4-triamine